ClC1=C(C=CC=C1Cl)C=1C(=CC(=NC1C)N1CCC(CC1)(N)C)OC 1-(5-(2,3-dichlorophenyl)-4-methoxy-6-methylpyridin-2-yl)-4-methylpiperidin-4-amine